rac-(2R)-2-[[7-(4-bromo-3-chloro-benzoyl)-2-(4-methoxyphenyl)-3-oxo-6,8-dihydro-5H-imidazo[1,5-a]pyrazine-1-carbonyl]amino]-2-phenyl-acetic acid BrC1=C(C=C(C(=O)N2CC=3N(CC2)C(N(C3C(=O)N[C@@H](C(=O)O)C3=CC=CC=C3)C3=CC=C(C=C3)OC)=O)C=C1)Cl |r|